8-(4-(1H-indol-1-yl)-6-(pyridin-2-yl)-1,3,5-triazin-2-yl)-2-oxa-5,8-diazaspiro[3.5]nonane N1(C=CC2=CC=CC=C12)C1=NC(=NC(=N1)C1=NC=CC=C1)N1CCNC2(COC2)C1